FC(C(=O)O)(F)F.NC=1C(=NC(=CN1)C1=C(C=CC(=C1)C(C(F)(F)F)(C(=O)N)O)C)C(=O)NC1CCC(CC1)(C)O 3-amino-6-(5-(3-amino-1,1,1-trifluoro-2-hydroxy-3-oxopropan-2-yl)-2-methylphenyl)-N-((1r,4r)-4-hydroxy-4-methylcyclohexyl)pyrazine-2-carboxamide trifluoroacetate